FCC(=O)N1CC2=NC(=CC=C2C1)OCC1=C(N=NN1C1=CC=C(C=C1)F)C 2-fluoro-1-(2-{[1-(4-fluorophenyl)-4-methyl-1H-1,2,3-triazol-5-yl]methoxy}-5,7-dihydro-6H-pyrrolo[3,4-b]pyridin-6-yl)ethanone